3-(4-methyl-3-morpholinophenyl)propanoate CC1=C(C=C(C=C1)CCC(=O)[O-])N1CCOCC1